C(C)(C)N1N=C(C=C1C1[C@H]2CC(C[C@@H]12)N1CC2(CS(C2)(=O)=O)CC1)C1=NC(=NC=C1)C(F)(F)F 6-((1R,3s,5S,6r)-6-(1-isopropyl-3-(2-(trifluoromethyl)pyrimidin-4-yl)-1H-pyrazol-5-yl)bicyclo[3.1.0]hexan-3-yl)-2-thia-6-azaspiro[3.4]octane 2,2-dioxide